C(C=C)(=O)OCCC(=O)[O-].C(C=C)(=O)OCCC(=O)[O-].[Cu+2] copper di(3-acryloyloxypropionate)